C(=C)OCCCCCC(=O)O 6-(vinyloxy)hexanoic acid